CNC1=NC=CC(=C1)C1=CNC2=NC=CC(=C21)N2CCCCC2 N-methyl-4-[4-(1-piperidyl)-1H-pyrrolo[2,3-b]pyridin-3-yl]pyridin-2-amine